8-methyl-8-tetrahydrofuranyloxycarbonyltetracyclo[4.4.0.12,5.17,10]dodec-3-ene CC1(C2C3C4C=CC(C3C(C1)C2)C4)C(=O)OC4OCCC4